N-(3-(dimethylamino)propyl)-3,3,4,4,5,5,6,6,7,7,8,8,8-tridecafluorooctane-1-sulfonamide CN(CCCNS(=O)(=O)CCC(C(C(C(C(C(F)(F)F)(F)F)(F)F)(F)F)(F)F)(F)F)C